C1(CC1)C1=NC=NC(=C1C1=NC=C(C(=N1)NCC1=CC=C(C=C1)C=1N(C=C(N1)C(F)(F)F)C(C)C)OC)OC 4'-Cyclopropyl-N-(4-(1-isopropyl-4-(trifluoromethyl)-1H-imidazol-2-yl)benzyl)-5,6'-dimethoxy-[2,5'-bipyrimidin]-4-amine